1,5-diazoniabicyclo(3.2.2)nonane [NH+]12CCC[NH+](CC1)CC2